Cl.CS(=O)(=O)C1=CC=C(CC2(CCNCC2)C#N)C=C1 4-(4-(methylsulfonyl)benzyl)piperidine-4-carbonitrile hydrochloride